tert-butyl ((1S,3S)-3-((5-(2-oxo-1,8-naphthyridin-1(2H)-yl)pyridin-2-yl)amino)cyclopentyl)carbamate O=C1N(C2=NC=CC=C2C=C1)C=1C=CC(=NC1)N[C@@H]1C[C@H](CC1)NC(OC(C)(C)C)=O